N(=[N+]=[N-])C1=CC(=NC=C1)C=1N=NN(N1)C 4-Azido-2-(2-methyl-2H-tetrazol-5-yl)pyridine